COC=1C=C(C(=O)CC(=O)[O-])C=CC1 3-methoxybenzoylacetate